C(C)(=O)N1CC[C@@H]2N(C([C@H](C1)NC(=O)C=1NC3=CC=C(C=C3C1)C(F)(F)P(O)(O)=O)=O)[C@@H](CC2)C(N(C)CC2=CC=CC=C2)=O ((2-(((5S,8S,10aR)-3-acetyl-8-(benzyl(methyl)carbamoyl)-6-oxodecahydropyrrolo[1,2-a][1,5]diazocin-5-yl)carbamoyl)-1H-indol-5-yl)difluoromethyl)phosphonic acid